ClC1=C(C(=CC=C1)N=C=S)C 1-chloro-3-isothiocyanato-2-methylbenzene